bis(4,6-difluorophenylpyridine) tetrakis(1-pyrazolyl)borate N1(N=CC=C1)[B-](N1N=CC=C1)(N1N=CC=C1)N1N=CC=C1.FC1=CC=C(C(=C1)F)C1=NC=CC=C1.FC1=CC=C(C(=C1)F)C1=NC=CC=C1